[C@@H]12N[C@@H]([C@@H](CC1)C2)C(=O)N2CCC1(CN(C1)C1=NC=NC=C1OC1=C(C(=O)N(C(C)C)C(C)C)C=C(C=C1)F)CC2 2-[(4-{7-[(1R,3S,4S)-2-azabicyclo[2.2.1]heptane-3-carbonyl]-2,7-diazaspiro[3.5]nonan-2-yl}pyrimidin-5-yl)oxy]-5-fluoro-N,N-di(propan-2-yl)benzamide